C(N)(=O)[C@H](CCC(=O)OC(C)(C)C)N1C(C2=CC=CC(=C2C1=O)I)=O tert-butyl (4S)-4-carbamoyl-4-(4-iodo-1,3-dioxoisoindol-2-yl)butanoate